CN1C(C(=CC2=C(N=C(C=C12)C1CCOCC1)C=1C=CC=C2C=C(N=CC12)C=1C=CC(=NC1)C(=O)O)C)=O 5-(8-(1,3-dimethyl-2-oxo-7-(tetrahydro-2H-pyran-4-yl)-1,2-dihydro-1,6-naphthyridin-5-yl)isoquinolin-3-yl)picolinic acid